1-(5-(5-((R)-1-(3,5-dichloropyridin-4-yl)ethoxy)-1-(tetrahydro-2H-pyran-2-yl)-1H-indazol-3-yl)-3-fluoropyridin-2-yl)-3-methyl-N-(2-(methylsulfonyl)ethyl)azetidin-3-amine ClC=1C=NC=C(C1[C@@H](C)OC=1C=C2C(=NN(C2=CC1)C1OCCCC1)C=1C=C(C(=NC1)N1CC(C1)(NCCS(=O)(=O)C)C)F)Cl